C(CCCCCCCCCCCCCCC)(=O)OCCCCCCCCCCCCCCCCCCCCCCCCCC Hexacosanol palmitate